8-bromo-2,3,4,5-tetrahydrobenzo[b]oxepin-5-amine BrC=1C=CC2=C(OCCCC2N)C1